N-[7-methoxy-6-(trifluoromethyl)-1H,2H,3H-cyclopenta[b]quinolin-9-yl]-1-methylpiperidin-4-amine COC1=CC=2C(=C3C(=NC2C=C1C(F)(F)F)CCC3)NC3CCN(CC3)C